1-isopropyl-N,N-bis(4-methoxybenzyl)azetidine-3-sulfonamide C(C)(C)N1CC(C1)S(=O)(=O)N(CC1=CC=C(C=C1)OC)CC1=CC=C(C=C1)OC